trans-(2-chlorothiazol-5-yl)(4-(3,4-dihydroisoquinolin-2(1H)-yl)-3-hydroxypiperidin-1-yl)methane ClC=1SC(=CN1)CN1C[C@H]([C@@H](CC1)N1CC2=CC=CC=C2CC1)O